C(CCCCC)C(CCOC(CCCCCC(=O)O)=O)CCCCCC heptanedioic acid 7-(3-hexylnonyl) ester